C(C1CO1)(=O)OCC(CCCC)CC 2-ethylhexyl glycidate